C(CCCCCCCC)N(CC(=O)N(CC)CCN(C(CN(CCCCCCCCC)CCN(CCCCCCCCC)CCCCCCCCC)=O)CC)CCCCCCCCC 2-(dinonylamino)-N-(2-(2-((2-(dinonylamino)ethyl)(nonyl)amino)-N-ethylacetamido)ethyl)-N-ethylacetamide